1-piperidineformyl chloride N1(CCCCC1)C(=O)Cl